C(C)NB ethylaminoborane